(2-isopropoxyphenyl)-5-(1-isopropylindol-5-yl)-1,2,4-oxadiazole C(C)(C)OC1=C(C=CC=C1)C1=NOC(=N1)C=1C=C2C=CN(C2=CC1)C(C)C